NC=1C(=NC(=CC1)OC)N(CCCC1=C(C=CC(=C1)F)NC1=CC=C(C(=C1C(=O)OC)F)C(F)(F)F)C(=O)OC(C)(C)C Methyl 6-((2-(3-((3-amino-6-methoxypyridin-2-yl)(tert-butoxycarbonyl)-amino)propyl)-4-fluorophenyl)amino)-2-fluoro-3-(trifluoromethyl)benzoate